(20Z,23Z)-nonacosa-20,23-dien-10-yl 3-(dimethylamino)-propanoate CN(CCC(=O)OC(CCCCCCCCC)CCCCCCCCC\C=C/C\C=C/CCCCC)C